ClC1=CC2=C(N(C=N2)CCC[C@H]2NCCC[C@@H]2O)C(=C1)C1=CN=C(S1)C (2R,3S)-2-(3-(5-chloro-7-(2-methylthiazol-5-yl)-1H-benzo[d]imidazol-1-yl)propyl)piperidin-3-ol